CNS(=O)(=O)C[C@@H]1C[C@@H](C1)N1C=NC=2C1=C1C(=NC2)N(C=C1)S(=O)(=O)CC1=CC=CC=C1 N-methyl-1-(cis-3-(6-toluenesulfonyl-imidazo[4,5-d]pyrrolo[2,3-b]pyridin-1(6H)-yl)cyclobutyl)methanesulfonamide